ClC1=CC=C(C(=N1)C(=O)O)NC(C)C1=C2N=C(C(=NC2=CC(=C1)C)C#N)N1C2CC(CC1CC2)C=2C=NN(C2)C 6-chloro-3-((1-(2-cyano-7-methyl-3-(3-(1-methyl-1H-pyrazol-4-yl)-8-azabicyclo[3.2.1]octan-8-yl)quinoxalin-5-yl)ethyl)amino)picolinic acid